Cobalt (II) oleate C(CCCCCCC\C=C/CCCCCCCC)(=O)[O-].[Co+2].C(CCCCCCC\C=C/CCCCCCCC)(=O)[O-]